1-(3-methoxyphenyl)-6-(pyridazin-3-ylamino)-1,2-dihydro-3H-pyrazolo[4,3-c]pyridin-3-one COC=1C=C(C=CC1)N1NC(C=2C=NC(=CC21)NC=2N=NC=CC2)=O